(3R)-3-[3-(4-[3-Cyano-4-methoxypyrazolo[1,5-a]pyridin-6-yl]-5-methylpyrazol-1-yl)azetidin-1-yl]pyrrolidine-1-carbonitrile C(#N)C=1C=NN2C1C(=CC(=C2)C=2C=NN(C2C)C2CN(C2)[C@H]2CN(CC2)C#N)OC